C(C)(C)(C)OC(=O)N1[C@@H](CC(C1)=O)C(=O)O N-t-butoxycarbonyl-4-oxo-L-proline